5-(4-chloro-2-fluorophenyl)-2,3-dimethyl-7-((2S,4R)-2-(2-methyl-4-pyridinyl)tetrahydro-2H-pyran-4-yl)pyrido[3,4-b]pyrazine ClC1=CC(=C(C=C1)C1=NC(=CC=2C1=NC(=C(N2)C)C)[C@H]2C[C@H](OCC2)C2=CC(=NC=C2)C)F